butoxy-7-(4-(morpholinomethyl)benzyl)imidazo[2,1-f][1,2,4]triazin-4-amine C(CCC)OC1=NN2C(C(=N1)N)=NC=C2CC2=CC=C(C=C2)CN2CCOCC2